((1s,3s)-3-hydroxy-3-methylcyclobutyl)(6-((1-methyl-3-(trifluoromethyl)-1H-pyrazol-4-yl)methyl)-2-azaspiro[3.3]hept-2-yl)methanone OC1(CC(C1)C(=O)N1CC2(C1)CC(C2)CC=2C(=NN(C2)C)C(F)(F)F)C